4-(2-Amino-2-methylpropanoyl)-N-(2-oxo-1-(4-((4-(trifluoromethyl)piperidin-1-yl)methyl)phenyl)-1,2-dihydropyrimidin-4-yl)piperazine-1-carboxamide hydrochloride salt Cl.NC(C(=O)N1CCN(CC1)C(=O)NC1=NC(N(C=C1)C1=CC=C(C=C1)CN1CCC(CC1)C(F)(F)F)=O)(C)C